BrC1=C(C=C2C(=N1)OCC2(C)C)N 6-bromo-3,3-dimethyl-2,3-dihydrofuro[2,3-b]pyridin-5-amine